F[C@@H]1CN(C[C@H]1O)C(=O)C1=CC=CC=C1 |r| rac-(trans-3-fluoro-4-hydroxypyrrolidin-1-yl)(phenyl)methanone